6-Chloro-3-[(1R)-1-[3,6-dimethyl-2-(4-methyl-3-oxo-1,4-benzoxazin-7-yl)-4-oxo-chromen-8-yl]ethoxy]pyridine-2-carboxamide ClC1=CC=C(C(=N1)C(=O)N)O[C@H](C)C=1C=C(C=C2C(C(=C(OC12)C1=CC2=C(N(C(CO2)=O)C)C=C1)C)=O)C